CN1N=C(C2=C1C(N(CC2)CC2(CC2)S(=O)(=O)C2(CC2)C)=O)C(=O)N 1-methyl-6-((1-((1-methylcyclopropyl)sulfonyl)cyclopropyl)methyl)-7-oxo-4,5,6,7-tetrahydro-1H-pyrazolo[3,4-c]pyridine-3-carboxamide